BrC1=CC=C(C=C1)OCCCC=C 1-bromo-4-(pent-4-en-1-yloxy)benzene